FC1(CCC(CC1)C(=O)N[C@@H](C)C=1C=NC(=CC1)N1N=CC(=C1)F)C1=NC(=CC(=C1)C)NC1=NNC(=C1)C (1S,4R)-4-fluoro-N-((S)-1-(6-(4-fluoro-1H-pyrazol-1-yl)pyridin-3-yl)ethyl)-4-(4-methyl-6-(5-methyl-1H-pyrazol-3-ylamino)pyridin-2-yl)cyclohexanecarboxamide